4-(2-((5-Chloropyridin-2-yl)methyl)-1-((1-(hydroxy(2H2)methyl)cyclopropyl)(2H2)methoxy)-3-oxo-5-(prop-1-en-2-yl)isoindolin-1-yl)benzonitrile ClC=1C=CC(=NC1)CN1C(C2=CC=C(C=C2C1=O)C(=C)C)(OC([2H])([2H])C1(CC1)C([2H])([2H])O)C1=CC=C(C#N)C=C1